N-phenylcarbamic acid (dipropylphenyl) ester C(CC)C=1C(=C(C=CC1)OC(NC1=CC=CC=C1)=O)CCC